[NH4+].C(=O)(C=C)NC(C)(C)CS(=O)(=O)[O-] (acryl-dimethyl taurate) ammonium